[Na+].C(C)(=O)NCC1=CC=C(C=C1)S(=O)[O-] 4-(acetamidomethyl)benzenesulfinic acid, sodium salt